4-(6-chloro-8-fluoro-2-(((2R,7aS)-2-fluorotetrahydro-1H-pyrrolizin-7a(5H)-yl)methoxy)-4-(piperazin-1-yl)quinazolin-7-yl)benzo[d]thiazol-2-amine ClC=1C=C2C(=NC(=NC2=C(C1C1=CC=CC2=C1N=C(S2)N)F)OC[C@]21CCCN1C[C@@H](C2)F)N2CCNCC2